C(C)(C)(C)OC(=O)NC=1C=C(C=CC1)OB(O)O (3-((tert-butoxycarbonyl)amino)phenyl)boric acid